N1C=C(C2=CC=CC=C12)CCCNS(=O)(=O)C1=CC=C(C=C1)OCCC1CCN(CC1)C N-(3-(1H-indol-3-yl)propyl)-4-(2-(1-methylpiperidin-4-yl)ethoxy)benzenesulfonamide